FC1=C(C(=CC=C1OC)N1N=C(C=C1)C(F)(F)F)CN (2-fluoro-3-methoxy-6-(3-(trifluoromethyl)-1H-pyrazol-1-yl)phenyl)methanamine